BrC(C)C1=NC=C(C=N1)C1=CC=CC=C1 2-(1-bromoethyl)-5-phenylpyrimidine